NC1=C(C=2C(=NC=C(C2S1)F)C=1C2=C(C=3C=NC(=NC3C1F)N1C[C@@H]([C@@H](C1)OC)NC(C)C)COC2)C#N 2-Amino-7-fluoro-4-(5-fluoro-3-((3S,4R)-3-(isopropylamino)-4-methoxypyrrolidin-1-yl)-7,9-dihydrofuro[3,4-f]quinazolin-6-yl)thieno[3,2-c]pyridine-3-carbonitrile